C(C1=CC=CC=C1)N1C(=NC(=C1)C1=CC=C(C=C1)C)Br 1-benzyl-2-bromo-4-(4-methylphenyl)imidazole